FC(CN1N=NC2=C1C=C(C=C2)C=2C(=C(N1N=C(N=C(C12)OC)N[C@H]1C(CN(C1)C(C)=O)(F)F)[2H])F)F (R)-1-(4-((5-(1-(2,2-difluoroethyl)-1H-benzo[d][1,2,3]triazol-6-yl)-6-fluoro-4-methoxypyrrolo[2,1-f][1,2,4]triazin-2-yl-7-d)amino)-3,3-difluoropyrrolidin-1-yl)ethan-1-one